4-[1-hydroxy-2-(propan-2-ylamino)ethyl]benzene-1,2-diol OC(CNC(C)C)C=1C=C(C(=CC1)O)O